C(C)(C)(C)C=1NC2=CC=C(C=C2C1C=O)C#N 2-TERT-BUTYL-3-FORMYL-1H-INDOLE-5-CARBONITRILE